NC1CN2CCC1CC2 3-aminoquinuclidine